1-((4-(5-(3-cyano-4-isopropoxyphenyl)-1,2,4-oxadiazol-3-yl)naphthalen-1-yl)methyl)azetidine C(#N)C=1C=C(C=CC1OC(C)C)C1=NC(=NO1)C1=CC=C(C2=CC=CC=C12)CN1CCC1